FC(S(=O)(=O)OC1=CN(CCOC1)C(=O)[O-])(F)F 6-(((trifluoromethyl) sulfonyl) oxy)-2,3-dihydro-1,4-oxazepin-4(7H)-carboxylate